C(C)OC1=C(C(=C(C(=O)O)C(=C1)C=CC1=CC=C(C=C1)C(F)(F)F)O)CC=C(C)C 4-ethoxy-2-hydroxy-3-(3-methylbut-2-en-1-yl)-6-(4-(trifluoromethyl)styryl)benzoic acid